C1(CCCCC1)CN1CCC2(CC1)COC1=CC(=NC(NS(C=3C=CC=C(C(NC2)=O)C3)(=O)=O)=N1)C1=C(C=CC=C1C)C 1'-(cyclohexylmethyl)-6-(2,6-dimethylphenyl)-2,2-dioxo-spiro[9-oxa-2λ6-thia-3,5,13,20-tetrazatricyclo[13.3.1.14,8]icosa-1(19),4(20),5,7,15,17-hexaene-11,4'-piperidine]-14-one